[Cl-].[Cl-].C(C)(C)(C)N[Ti+2]C1C(=C(C(=C1C)C)C)C (t-butylamino)tetramethyl-cyclopentadienyl-titanium dichloride